N-(4-cyano-2-fluorophenyl)-2-fluoro-5-phenyl-1H-pyrrole-3-sulfonamide C(#N)C1=CC(=C(C=C1)NS(=O)(=O)C1=C(NC(=C1)C1=CC=CC=C1)F)F